(1R)-6,7-dichloro-2-(5-methoxypyrimidine-2-sulfonimidoyl)-1-methyl-2,3,4,5-tetrahydro-1H-pyrido[4,3-b]indole ClC1=C(C=CC=2C3=C(NC12)CCN([C@@H]3C)S(=O)(=N)C3=NC=C(C=N3)OC)Cl